difluorodimethylsilane F[Si](C)(C)F